C(C=C)(=O)N1CC(CC(C1)(F)F)C1=NC(=NO1)C=1C=CC(=NC1)NC(C1=NC(=CC=C1)C1=C(C=NN1)Cl)=O N-(5-(5-(1-acryloyl-5,5-difluoropiperidin-3-yl)-1,2,4-oxadiazol-3-yl)pyridin-2-yl)-6-(4-chloro-1H-pyrazol-5-yl)picolinamide